2-(2-methoxy-1H-imidazol-4-yl)-2-methyl-propanenitrile COC=1NC=C(N1)C(C#N)(C)C